ClC1=C2C(=NC=3C=C(C(=CC13)OC)OCCCN1C[C@@H](CC1)F)CCC2 (3R)-1-[3-({9-chloro-7-methoxy-1H,2H,3H-cyclopenta[b]quinolin-6-yl}oxy)propyl]-3-fluoropyrrolidine